C(CCCCC)N1[N+](=C(C=C1C)C)C 2-hexyl-1,3,5-trimethylpyrazolium